BrC=1C=C(OCC2=C(C=C(C#N)C=C2)CCCO)C=CC1 4-[(3-bromophenoxy)methyl]-3-(3-hydroxypropyl)benzonitrile